9-(3,5-Difluoro-4-((1-(3-fluoropropyl)azetidin-3-yliden)methyl)phenyl)-8-(2,4-difluorophenyl)-6,7-dihydro-5H-benzo[7]annulen FC=1C=C(C=C(C1C=C1CN(C1)CCCF)F)C1=C(CCCC2=C1C=CC=C2)C2=C(C=C(C=C2)F)F